OC1=CC=C(C=C1)C1=CC(=CC=C1)CN1[C@H](CCC1)C(=O)N[C@@H](C)C1=CC=C(C(=O)O)C=C1 4-((S)-1-((R)-1-((4'-hydroxy-[1,1'-biphenyl]-3-yl)methyl)pyrrolidin-2-amidyl)ethyl)benzoic acid